1-{4-[1-Dicyclopropylmethyl-7-((R)-1-quinolin-3-yl-ethylamino)-1H-pyrazolo[4,3-d]pyrimidin-5-yl]-piperazin-1-yl}-ethanon C1(CC1)C(N1N=CC=2N=C(N=C(C21)N[C@H](C)C=2C=NC1=CC=CC=C1C2)N2CCN(CC2)C(C)=O)C2CC2